FC1(CCOC12CCC(CC2)[NH3+])F.FC(C=O)(F)F 2,2,2-trifluoroacetaldehyde, 4,4-difluoro-1-oxaspiro[4.5]decan-8-aminium Salt